BrC1=CC=C(C=C1)S(=O)(=O)N1CCOCC1 ((4-bromophenyl)sulfonyl)morpholine